[I-].NC1=[N+](C=CC=C1C(NC1=CC=NN1C)=O)CC=1N=C(SC1)Cl 2-amino-1-((2-chlorothiazol-4-yl)methyl)-3-((1-methyl-1H-pyrazol-5-yl)carbamoyl)pyridin-1-ium iodide